C[C@](N)(CCCCN)C(=O)O L-alpha-methyl-lysine